FC=1C(=NC=CC1C)[C@@H]1[C@H](C1)C(=O)OCC |r| rac-ethyl (1S*,2S*)-2-(3-fluoro-4-methyl pyridin-2-yl)cyclopropane-1-carboxylate